C(#N)C1=C(C=CC(=C1)C(F)(F)F)N1CCC(CC1)(C(=O)NCCNC)C1=CC=C(C=C1)C=1C(=NC=CC1)OCC 1-[2-cyano-4-(trifluoromethyl)phenyl]-4-[4-(2-ethoxypyridin-3-yl)phenyl]-N-[2-(methylamino)ethyl]piperidine-4-carboxamide